[N+](=O)([O-])C=1C(=NC(=CC1)N1N=CC=C1)NC=1C=C2CCC(C2=CC1)=O 5-((3-nitro-6-(1H-pyrazol-1-yl)pyridin-2-yl)amino)-2,3-dihydro-1H-inden-1-one